6-(2,7-dimethyl-2H-indazol-5-yl)-8-fluoro-2-(piperidin-4-yl)quinoline CN1N=C2C(=CC(=CC2=C1)C=1C=C2C=CC(=NC2=C(C1)F)C1CCNCC1)C